4-Benzyl (2S)-2-[[tert-butoxycarbonyl(methyl)amino]methyl]morpholine-4-carboxylate C(C)(C)(C)OC(=O)N(C)C[C@H]1CN(CCO1)C(=O)OCC1=CC=CC=C1